L-alpha-methyl-isobutylglycine C[C@H](NCC(C)C)C(=O)O